FC1=C(C=C(C(=C1)C)C1=NC=CC=C1)NC(=O)N1C2CN(CC1C2)C(=O)OC(C)(C)C Tert-butyl 6-((2-fluoro-4-methyl-5-(pyridin-2-yl) phenyl) carbamoyl)-3,6-diazabicyclo[3.1.1]heptane-3-carboxylate